COC=1C(=CC2=CC=CC(=C2C1)OC)C(=O)N[C@@H](CCCNC(OC(C)(C)C)=O)C=1OC(=CN1)C1=CC=CC=C1 tert-butyl (S)-(4-(3,5-dimethoxy-2-naphthamido)-4-(5-phenyloxazol-2-yl)butyl)carbamate